3-Cyano-N-[4-(3-cyanophenyl)-5-(3-fluoro-2,6-dimethyl-4-pyridyl)thiazol-2-yl]-3-methyl-azetidin-1-carboxamid C(#N)C1(CN(C1)C(=O)NC=1SC(=C(N1)C1=CC(=CC=C1)C#N)C1=C(C(=NC(=C1)C)C)F)C